FC(S(=O)(=O)OC1=C(C=C2C(=NC=NC2=C1)N1CCN(CCC1)S(NC(=O)OC(C)(C)C)(=O)=O)OC)(F)F 4-(4-(N-(tert-butoxycarbonyl) sulfamoyl)-1,4-diazacycloheptan-1-yl)-6-methoxyquinazolin-7-yl trifluoromethanesulfonate